(3S)-N-[3-[2-(3-hydroxyazetidin-1-yl)-6-(morpholin-4-yl)pyridin-4-yl]-4-methylphenyl]-3-(2,2,2-trifluoroethyl)pyrrolidine-1-carboxamide OC1CN(C1)C1=NC(=CC(=C1)C=1C=C(C=CC1C)NC(=O)N1C[C@@H](CC1)CC(F)(F)F)N1CCOCC1